COC1=NC2=CC3=C(C=C2C=C1C)OCC[C@@H]1N(C3)CCN(C1)C=1C=CC(=NC1)C(=O)NC (S)-5-(11-methoxy-10-methyl-1,2,4,4a,5,6-hexahydro-3H,14H-pyrazino[1',2':5,6][1,5]oxazocino[2,3-g]quinolin-3-yl)-N-methylpicolinamide